C(C1=CC=CC=C1)OC(=O)N[C@@H](C(C1CC1)C1CC1)C=1N=C2N(N=C(C=C2)C(C)C2(C(NC[C@@H](C2)C(F)(F)F)=O)C(=O)OC)C1 methyl (5R)-3-(1-(2-((S)-1-(((benzyloxy)carbonyl)amino)-2,2-dicyclopropylethyl)imidazo[1,2-b]pyridazin-6-yl)ethyl)-2-oxo-5-(trifluoromethyl)piperidine-3-carboxylate